FC1=C(C(=O)C=2C3=C(SC2NC([C@H](C)NC(OCC2=CC=CC=C2)=O)=O)C(CC3)C)C(=CC=C1)F benzyl N-[(1S)-2-[[3-(2,6-difluorobenzoyl)-6-methyl-5,6-dihydro-4H-cyclopenta[b]thiophen-2-yl]amino]-1-methyl-2-oxo-ethyl]carbamate